rel-4-((2R,3R,4S)-3-(3,4-difluoro-2-methoxyphenyl)-4-methoxy-5,5-dimethyltetrahydrofuran-2-carboxamido)picolinamide FC=1C(=C(C=CC1F)[C@H]1[C@@H](OC([C@H]1OC)(C)C)C(=O)NC1=CC(=NC=C1)C(=O)N)OC |o1:8,9,12|